NC1=CC2=C(N=C(S2)CC2=CC=C(C#N)C=C2)C=C1 4-((6-aminobenzo[d]thiazol-2-yl)methyl)benzonitrile